ClC=1C=C2C(=NC1)N(N=C2)C2=NC=C(C(=O)NC[C@H](C(C)(C)O)F)C(=C2)NC=2C=NN(C2)CC (R)-6-(5-chloro-1H-pyrazolo[3,4-b]pyridin-1-yl)-4-((1-ethyl-1H-pyrazol-4-yl)amino)-N-(2-fluoro-3-hydroxy-3-methylbutyl)nicotinamide